2-{[(1S)-1-(4-{4-[4-(3-chloropropanoyl)piperazin-1-yl]tetrahydro-2H-pyran-4-yl}phenyl)ethyl]amino}-8-(propan-2-yl)pyrido[2,3-d]pyrimidin-7(8H)-on ClCCC(=O)N1CCN(CC1)C1(CCOCC1)C1=CC=C(C=C1)[C@H](C)NC=1N=CC2=C(N1)N(C(C=C2)=O)C(C)C